4-((R)-7-(4-chloro-3-(trifluoromethyl)benzoyl)-2-((S*)-2,2-difluorocyclopropyl)-6-methyl-4-oxo-5,6,7,8-tetrahydropyrido[3,4-d]pyrimidin-3(4H)-yl)-N-methylbenzamide ClC1=C(C=C(C(=O)N2CC=3N=C(N(C(C3C[C@H]2C)=O)C2=CC=C(C(=O)NC)C=C2)[C@H]2C(C2)(F)F)C=C1)C(F)(F)F |o1:29|